NC(CO)CC1CCCCC1 2-amino-3-cyclohexylpropan-1-ol